C(C)(C)NC(=O)N1CC2(C1)CCC2 N-isopropyl-2-azaspiro[3.3]heptane-2-carboxamide